7-(morpholine-4-carbonyl)-2-(1H-pyrazol-4-yl)-12-oxa-3-thia-6-azatricyclo[6.4.1.04,13]trideca-1,4(13),7-trien-5-one N1(CCOCC1)C(=O)C=1NC(C=2SC(=C3OCCCC1C32)C=3C=NNC3)=O